Methyl 2-(2-{[(tert-butoxy) carbonyl] amino} acetylamino)-3-hydroxypropionate C(C)(C)(C)OC(=O)NCC(=O)NC(C(=O)OC)CO